1-(1-phenyl-1H-pyrrol-2-yl)-1H-imidazole C1(=CC=CC=C1)N1C(=CC=C1)N1C=NC=C1